3-bromo-5,6,7,8-tetrahydro-[1,2,4]triazolo[4,3-a]pyrazine BrC1=NN=C2N1CCNC2